N-(1-((3-chloro-5-fluorophenyl)amino)-6-methoxyisoquinolin-7-yl)-4-(piperidin-1-yl)butanamide tert-butyl-(S)-(1-bromo-5,6-dihydro-4H-pyrrolo[3,2,1-ij]quinolin-5-yl)carbamate C(C)(C)(C)N(C(O)=O)[C@@H]1CN2C3=C(C=CC=C3C1)C(=C2)Br.ClC=2C=C(C=C(C2)F)NC2=NC=CC1=CC(=C(C=C21)NC(CCCN2CCCCC2)=O)OC